C(CCCCCCCCC)SCCSCCCCCCCCCC 1,2-bis(decylthio)ethane